C(C=C)(=O)N1CCN(CC1)[C@H]1[C@H](N(C1)C1=CC(=NC(=N1)C(F)(F)F)N1CCC2(CCC(N2C)=O)CC1)C 8-(6-((2R,3R)-3-(4-Acryloylpiperazin-1-yl)-2-methylazetidin-1-yl)-2-(trifluoromethyl)pyrimidin-4-yl)-1-methyl-1,8-diazaspiro[4.5]decan-2-one